4-[5-(4-benzyl-6-chloro-2-oxo-1H-quinolin-3-yl)-3-[4-(4-chlorophenyl)phenyl]-3,4-dihydropyrazol-2-yl]-4-oxo-butanoic acid C(C1=CC=CC=C1)C1=C(C(NC2=CC=C(C=C12)Cl)=O)C=1CC(N(N1)C(CCC(=O)O)=O)C1=CC=C(C=C1)C1=CC=C(C=C1)Cl